C1(CC1)C#C[C@@]1(NC(NC2=CC(=CC=C12)CC1=C(N=C(NC1=O)CO)C)=O)C(F)(F)F (S)-4-(cyclopropylethynyl)-7-((2-(hydroxymethyl)-4-methyl-6-oxo-1,6-dihydropyrimidin-5-yl)methyl)-4-(trifluoromethyl)-3,4-dihydroquinazolin-2(1H)-one